ClC1=CC(=C(N1)C=O)C(=O)O 5-chloro-2-formyl-1H-pyrrole-3-carboxylic acid